BrC=1C(=C(C=C2CCCOC12)N1CC2(CN(C2)C(=O)OC(C)(C)C)CC1)Cl tert-Butyl 6-(8-bromo-7-chlorochroman-6-yl)-2,6-diazaspiro[3.4]octane-2-carboxylate